NC1=C(C=C(N=N1)C1=C(C=CC=C1)O)N1CC2CCC(C1)N2C2=CC(=NC=C2)C#CCN2CC1(C2)CCCC1 2-[6-amino-5-[8-[2-[3-(2-azaspiro[3.4]oct-2-yl)prop-1-ynyl]-4-pyridinyl]-3,8-diazabicyclo[3.2.1]oct-3-yl]pyridazin-3-yl]phenol